allyl 2-(3-(bromomethyl)-5-methoxy-1H-indol-1-yl)acetate BrCC1=CN(C2=CC=C(C=C12)OC)CC(=O)OCC=C